FC1=C(C=C2NC(C=3N(C2=C1)N=CC3C)=O)CN3CCN(CC3)C=3C(=NC(=CC3)C(NC)=O)C 8-fluoro-7-((4-(2-methyl-6-(methylcarbamoyl)pyridin-3-yl)piperazin-1-yl)methyl)-3-methylpyrazolo[1,5-a]quinoxalin-4(5H)-one